2,5-bis(3-tetradecylthiophen-2-yl)thieno-[3,2-b]thiophene C(CCCCCCCCCCCCC)C1=C(SC=C1)C1=CC2=C(S1)C=C(S2)C=2SC=CC2CCCCCCCCCCCCCC